3-(pyridin-4-yl)-3-[1-(trifluoromethyl)cyclopropyl]propenamide N1=CC=C(C=C1)C(=CC(=O)N)C1(CC1)C(F)(F)F